NC1=NC=2C3=C(CCC2C=N1)C(=NN3)C(=O)OCC ethyl 8-amino-4,5-dihydro-1H-pyrazolo[4,3-h]quinazoline-3-carboxylate